CCC=CC=CC=CCCCC=CC Tetradeca-3,5,7,12-tetraene